methyl 3-hydroxy-5,9-dimethyl-2-methyleneundec-8-enoate OC(C(C(=O)OC)=C)CC(CCC=C(CC)C)C